OCCOC(C=C)=O 2-Hydroxyethyl-propenoat